O=C1C[C@H]2CC[C@H]3[C@@H]4CC[C@H]([C@@H](CCC)C)[C@]4(CC[C@@H]3[C@]2(CC1)C)C 3-keto-5β-cholane